(2-chlorophenyl)-((5-(3-methyl-4-(trichloromethoxy)phenyl)thiophen-2-yl)methyl)furan-2-carboxamide ClC1=C(C=CC=C1)C=1C(=C(OC1)C(=O)N)CC=1SC(=CC1)C1=CC(=C(C=C1)OC(Cl)(Cl)Cl)C